COC(=O)C=1C(=C(SC1)N)C(=O)OCC 2-aminothiophene-3,4-dicarboxylic acid 3-ethyl 4-methyl ester